cinnamyl alcohol C(C=CC1=CC=CC=C1)O